ClC1=CC=C2C(=N1)C(N(C2)C2COCC2)=O 2-chloro-6-(tetrahydro-3-furyl)-6,7-dihydro-5H-pyrrolo[3,4-b]pyridin-7-one